6-fluoro-2'-methoxy-5'-(oxetan-3-yloxy)-[1,1'-biphenyl] FC1=CC=CC=C1C1=C(C=CC(=C1)OC1COC1)OC